FC=1C(=C(C=CC1F)[C@@H]1[C@@H](O[C@@]([C@H]1C)(C(F)(F)F)C)C(=O)NC1=NC=CC(=C1)C(=O)N)OC 2-[[(2R,3R,4S,5S)-3-(3,4-Difluoro-2-methoxy-phenyl)-4,5-dimethyl-5-(trifluoromethyl)tetrahydrofuran-2-carbonyl]amino]pyridin-4-carboxamid